C[C@]12C[C@]34C[C@]1(C[C@@H]([C@H]3[C@](C(=O)C=C4)(C)CCC(=O)NC5=C(C=CC(=C5O)C(=O)OC)O)O2)O The molecule is a polycyclic cage that is the methyl ester derivative of 7-hydroxy substituted platensimycin. It is isolated from Streptomyces platensis. It has a role as a bacterial metabolite. It is a cyclic ether, a cyclic ketone, a polycyclic cage, a member of resorcinols, a tertiary alcohol, a benzoate ester, an aromatic amide and a monocarboxylic acid amide. It derives from a platensimycin.